1-[1-[5-[5-(trifluoromethyl)-1,2,4-oxadiazol-3-yl]-2-thienyl]ethyl]pyrazole-4-carboxylic acid FC(C1=NC(=NO1)C1=CC=C(S1)C(C)N1N=CC(=C1)C(=O)O)(F)F